alpha-triacontene C=CCCCCCCCCCCCCCCCCCCCCCCCCCCCC